N-[3-(trifluoromethyl)phenyl]propanamide FC(C=1C=C(C=CC1)NC(CC)=O)(F)F